3-(benzyloxy)-6-(5-(4-((tert-butoxycarbonyl)amino)piperidin-1-yl)pent-1-yn-1-yl)picolinic acid methyl ester COC(C1=NC(=CC=C1OCC1=CC=CC=C1)C#CCCCN1CCC(CC1)NC(=O)OC(C)(C)C)=O